COCC=1C=C(C=C(C1O)COC)C1=CC(=C(C(=C1)COC)O)COC 3,3',5,5'-tetramethoxymethyl-4,4'-dihydroxybiphenyl